C1(=CC=CC=C1)[C@H]1[C@@H](OC(O1)(C)C)CO ((4S,5S)-5-phenyl-2,2-dimethyl-1,3-dioxolan-4-yl)methanol